tert-Butyl 4-(4-((4-(3-((cyanomethyl)carbamoyl)-1H-pyrrol-1-yl)pyrimidin-2-yl)amino)-3-methoxyphenyl)piperidine-1-carboxylate C(#N)CNC(=O)C1=CN(C=C1)C1=NC(=NC=C1)NC1=C(C=C(C=C1)C1CCN(CC1)C(=O)OC(C)(C)C)OC